6-amino-9-(4-(2-(4-aminopiperidin-1-yl)ethyl)-2-methoxybenzyl)-2-butoxy-9H-purin-8-ol NC1=C2N=C(N(C2=NC(=N1)OCCCC)CC1=C(C=C(C=C1)CCN1CCC(CC1)N)OC)O